C(C1=CC=CC=C1)OC=1C=CC2=C(CN(S(O2)(=O)=O)CC=2C=C(C=CC2C)C(CC(=O)OCC)C2=C(C3=C(N(N=N3)CCCCCOCC3=CC=C(C=C3)OC)C=C2)C)C1 ethyl 3-(3-{[6-(benzyloxy)-2,2-dioxo-2H-1,2λ6,3-benzoxathiazin-3(4H)-yl]methyl}-4-methylphenyl)-3-(1-{5-[(4-methoxyphenyl)methoxy]pentyl}-4-methyl-1H-benzotriazol-5-yl)propanoate